1-[1-[1-[(3,3-dimethyl-4-piperidyl)methyl]-4-piperidyl]-3-[7-methyl-6-(1-methylpyrazol-4-yl)-3,4-dihydro-2H-quinolin-1-yl]-6,7-dihydro-4H-pyrazolo[4,3-c]pyridin-5-yl]ethanone CC1(CNCCC1CN1CCC(CC1)N1N=C(C=2CN(CCC21)C(C)=O)N2CCCC1=CC(=C(C=C21)C)C=2C=NN(C2)C)C